N-[(4-{6-oxa-2-thia-9-azaspiro[4.6]undecane-9-carbonyl}phenyl)methyl]prop-2-enamide C1SCCC12OCCN(CC2)C(=O)C2=CC=C(C=C2)CNC(C=C)=O